C(C)(C)(C)OC(NCC#CC1=NN2C(C=CC=C2Cl)=C1C)=O N-(3-{7-chloro-3-methylpyrazolo[1,5-a]pyridin-2-yl}prop-2-yn-1-yl)carbamic acid tert-butyl ester